C(CCC)C1=CC=C(C=C1)[N+]1=CC=C(C=C1)C1=CC=[N+](C=C1)C1=CC=C(C=C1)CCCC bis(4-butylphenyl)-4,4'-bipyridinium